C(C)C=1C(=NN(C1C)CC=O)C (4-ETHYL-3,5-DIMETHYL-1H-PYRAZOL-1-YL)ACETALDEHYDE